Cl.N1CC(C1)C1=CC=C(C=C1)C1(CC1)CO (1-(4-(Azetidin-3-yl)phenyl)cyclopropyl)methanol hydrochloride